2-[(E)-2-(4-methoxy-3,5-dimethylphenyl)vinyl]thiophene COC1=C(C=C(C=C1C)/C=C/C=1SC=CC1)C